2-hydroxypropyl (2-isopropyl-5-methyl-cyclohexyl) carbonate C(OCC(C)O)(OC1C(CCC(C1)C)C(C)C)=O